FC(N1N=CC(=C1)C=1C2=C(C(=NC1)OC)N=C(S2)[NH-])F [7-(1-difluoromethyl-1H-pyrazol-4-yl)-4-methoxy-thiazolo[4,5-c]pyridin-2-yl]-amid